N-(3-chloro-2-fluorophenylmethyl)-2-(oxetan-3-ylamino)acetamide ClC=1C(=C(C=CC1)CNC(CNC1COC1)=O)F